FC(C1=CC=C(CN2C(=NC3=C2C=CC=C3)N3C[C@@H](CCC3)N)C=C1)(F)F (R)-1-(1-(4-(trifluoromethyl)benzyl)-1H-benzo[d]imidazol-2-yl)piperidin-3-amine